C(C)(=O)OC(C(F)(F)F)C=1C=C(C2=C(N=C(O2)N2CC3CCC(C2)N3)C1)C=1SC=CN1 1-(2-(3,8-diazabicyclo[3.2.1]octan-3-yl)-7-(thiazol-2-yl)benzo[d]oxazol-5-yl)-2,2,2-trifluoroethyl acetate